1-(2-(4-(((3aR,5s,6aS)-2-(cyanomethyl)octahydrocyclopenta[c]pyrrol-5-yl)-amino)-1H-pyrrolo[2,3-b]pyridin-5-yl)thiazole-5-carboxamido)cyclopropane-1-carboxylic acid C(#N)CN1C[C@@H]2[C@H](C1)CC(C2)NC2=C1C(=NC=C2C=2SC(=CN2)C(=O)NC2(CC2)C(=O)O)NC=C1